[2-[(3S,4S)-3-methoxy-4-methyl-pyrrolidin-1-yl]-3-quinolinyl]-6-methyl-1H-pyridin-4-one CO[C@@H]1CN(C[C@@H]1C)C1=NC2=CC=CC=C2C=C1N1C=CC(C=C1C)=O